tert-Butyl 2-(3-acetyl-7-(methylthio)-1H-indazol-1-yl)acetate C(C)(=O)C1=NN(C2=C(C=CC=C12)SC)CC(=O)OC(C)(C)C